CC1(O[C@H]2[C@@H]([C@H](OC[C@@H]2C=2C(=NC(=CN2)C(F)(F)F)N)CNC)O1)C ((3aS,4R,7S,7aR)-2,2-dimethyl-4-((methylamino)methyl)tetrahydro-4H-[1,3]dioxolo[4,5-c]pyran-7-yl)-6-(trifluoromethyl)pyrazin-2-amine